FC1=C(C=CC(=C1)OC1=CC(=NC=C1)N1CCC(CC1)O)NC1=NC=NC2=CC(=C(C=C12)NC1CCN(CC1)C(C=C)=O)OC 1-(4-((4-((2-fluoro-4-((2-(4-hydroxypiperidin-1-yl)pyridin-4-yl)oxy)phenyl)amino)-7-methoxyquinazolin-6-yl)amino)piperidin-1-yl)prop-2-en-1-one